NC=1N=C(SC1C(C1=CC=C(C=C1)OC)=O)N(C1=CC(=C(C=C1)OC(F)(F)F)Cl)C(C(=O)N)C [N-[4-Amino-5-(4-methoxybenzoyl)thiazol-2-yl]-3-chloro-4-(trifluoromethoxy)anilino]propanamid